6-hydroxy-2-(3-hydroxy-4-phenoxyphenyl)-4H-chromen-4-one OC=1C=C2C(C=C(OC2=CC1)C1=CC(=C(C=C1)OC1=CC=CC=C1)O)=O